[Si](C)(C)(C(C)(C)C)O[C@H]1[C@H]([C@H]2O[C@H](CC[C@@H]2O[C@H]1[C@H](\C=C\I)O[Si](C)(C)C(C)(C)C)CC=O)O[Si](C)(C)C(C)(C)C 2-((2r,4as,6S,7r,8S,8as)-7,8-bis((t-butyldimethylsilyl)oxy)-6-((S,E)-1-((t-butyldimethylsilyl)oxy)-3-iodoallyl)octahydropyrano[3,2-b]pyran-2-yl)acetaldehyde